BrC1=C(C2=C(N(C(=N2)C)C)C=C1C)NC 5-bromo-N,1,2,6-tetramethyl-1H-benzo[d]imidazol-4-amine